CC(C)OC(C(CO)(C)CO)=O prop-2-yl-3-hydroxy-2-(hydroxymethyl)-2-methylpropionate